(4,4,5,5-tetramethyl-1,3,2-dioxaborolan-2-yl)-1-(trifluoromethyl)-1H-pyrazole CC1(OB(OC1(C)C)C1=NN(C=C1)C(F)(F)F)C